C(C1=CC=CC=C1)C1CC(=NO1)CNC(=O)C1=CN(C2=CC=CC=C12)C 5-benzyl-3-((1-methyl-1H-indole-3-carboxamido)methyl)-4,5-dihydroisoxazole